(1s,4s)-N-(4-Methoxy-3-(trifluoromethyl)phenyl)-4-(4-methyl-1-oxoisoindolin-2-yl)cyclohexanecarboxamide COC1=C(C=C(C=C1)NC(=O)C1CCC(CC1)N1C(C2=CC=CC(=C2C1)C)=O)C(F)(F)F